3-(6-(7-Oxa-4-azaspiro[2.5]-octan-4-yl)-3H-[1,2,3]triazolo-[4,5-c]pyridin-3-yl)-2,6-difluoro-5-(trifluoromethyl)-phenol C1CC12N(CCOC2)C2=CC1=C(C=N2)N(N=N1)C=1C(=C(C(=C(C1)C(F)(F)F)F)O)F